C1(=CC=CC=C1)P(C1=C(C2=CC=CC=C2C=C1)C1=C(C=CC2=CC=CC=C12)P(C1=CC=CC=C1)C1=CC=CC=C1)C1=CC=CC=C1 [1-(2-diphenylphosphino-1-naphthalenyl)-2-naphthalenyl]-diphenylphosphine